ClC1=C(C(=NC=C1)C(=O)O)N[C@H](C)C1=C2N=C(C(=NC2=CC(=C1)C)C#N)N1C(CCC1)C1COCCC1(C)O chloro-3-(((1R)-1-(2-cyano-3-(2-(4-hydroxy-4-methyltetrahydro-2H-pyran-3-yl)pyrrolidin-1-yl)-7-methylquinoxalin-5-yl)ethyl)amino)picolinic acid